OCC1=CC=C(C=C1)C(C)N1C[C@@H](N(C[C@H]1C)C(=O)OC(C)(C)C)C tert-butyl (2S,5R)-4-(1-(4-(hydroxymethyl)phenyl)ethyl)-2,5-dimethylpiperazine-1-carboxylate